C1(=CC=CC=C1)NC1=C2N=C(NC2=NC=N1)C=1C=C(C#N)C=CC1 3-(6-(phenylamino)-9H-purin-8-yl)benzonitrile